CC1=C(C2=C(N=CN=C2NC2(CC2)C)O1)C(=O)NC1=NOC(=C1)C 6-methyl-N-(5-methyl-1,2-oxazol-3-yl)-4-[(1-methylcyclopropyl)amino]furo[2,3-d]pyrimidine-5-carboxamide